3-bromo-N-(4-((6-nitro-2-oxo-2H-benzopyran-4-yl)amino)phenyl)benzenesulfonamide BrC=1C=C(C=CC1)S(=O)(=O)NC1=CC=C(C=C1)NC1=CC(OC2=C1C=C(C=C2)[N+](=O)[O-])=O